C(C1=CC=CC=C1)OC(NCCC1NC(NC1=O)=O)=O (2-(2,5-Dioxoimidazolidin-4-yl)ethyl)carbamic acid benzyl ester